4-AMINO-5-BROMO-2-CHLOROPYRIDINE-3-CARBALDEHYDE NC1=C(C(=NC=C1Br)Cl)C=O